C1(CC1)NC(=O)C1=C(N(C(C(=C1OC1=CC(=CC=C1)CS(NC)(=O)=O)C)=O)C)NC1=C(C=C(C=C1)I)F N-cyclopropyl-2-[(2-fluoro-4-iodophenyl)amino]-1,5-dimethyl-4-{3-[(methylsulfamoyl)methyl]phenoxy}-6-oxopyridine-3-carboxamide